tert-Butyl (3-cyclopropyl-2-oxopropyl)carbamate C1(CC1)CC(CNC(OC(C)(C)C)=O)=O